tert-Butyl 3-((4-(2'-amino-[2,3'-bipyridin]-4-yl)-2-(N,N-bis(4-methoxybenzyl)sulfamoyl)-3-(1-(4-methoxybenzyl)-1H-tetrazol-5-yl)phenyl)sulfonyl)azetidine-1-carboxylate NC1=NC=CC=C1C1=NC=CC(=C1)C1=C(C(=C(C=C1)S(=O)(=O)C1CN(C1)C(=O)OC(C)(C)C)S(N(CC1=CC=C(C=C1)OC)CC1=CC=C(C=C1)OC)(=O)=O)C1=NN=NN1CC1=CC=C(C=C1)OC